5-(5-methylhexahydropyrrolo[3,4-c]pyrrol-2(1H)-yl)-3,4-dihydroquinolin-2(1H)-one CN1CC2C(C1)CN(C2)C2=C1CCC(NC1=CC=C2)=O